FC1(CCN(CCC1)C1=C(C=C2C(=N1)OCCO2)C(=O)NC2=CC(=NC=C2)[S@@](=O)(=N)C)F (R)-6-(4,4-difluoroazepan-1-yl)-N-(2-(S-methylsulfonimidoyl)pyridin-4-yl)-2,3-dihydro-[1,4]dioxino[2,3-b]pyridine-7-carboxamide